4-[3-[2,6-Dichloro-4-[(2R,3R)-3-methoxy-2-methylazetidin-1-yl]benzoyl]-2,4-dihydro-1,3-benzoxazin-8-yl]-5-fluoro-2-(3-oxa-8-azabicyclo[3.2.1]octan-8-yl)benzoic acid ClC1=C(C(=O)N2COC3=C(C2)C=CC=C3C3=CC(=C(C(=O)O)C=C3F)N3C2COCC3CC2)C(=CC(=C1)N1[C@@H]([C@@H](C1)OC)C)Cl